O=C1N(CCC(N1)=O)C1=NN(C2=CC(=C(C=C12)F)C1CCN(CC1)C(=O)OC(C)(C)C)C tert-butyl 4-[3-(2,4-dioxohexahydropyrimidin-1-yl)-5-fluoro-1-methyl-indazol-6-yl]piperidine-1-carboxylate